C1(=CC=CC=C1)C=1N=NC=NN1 3-phenyl-1,2,4,5-tetrazine